7-(4-chlorophenyl)-8-(2,6-dimethylpyridin-4-yl)-[1,2,4]triazolo[4,3-c]pyrimidin-5-amine ClC1=CC=C(C=C1)C1=C(C=2N(C(=N1)N)C=NN2)C2=CC(=NC(=C2)C)C